BrC=1C(N(C(=CC1OCC1=C(C=C(C=C1)F)F)C)CC1=CC=C(O1)C(=O)N)=O 5-{[3-bromo-4-[(2,4-difluorobenzyl)oxy]-6-methyl-2-oxopyridin-1(2H)-yl]methyl}-2-furanamide